(cis)-tert-butyl 4-(2-(tert-butoxy)-2-oxoethyl)-3,3-difluorohexahydropyrrolo[3,2-b]pyrrole-1(2H)-carboxylate C(C)(C)(C)OC(CN1CC[C@@H]2N(CC([C@@H]21)(F)F)C(=O)OC(C)(C)C)=O